6-[3-(3,3-Dimethylbutoxy)phenyl]-2λ6,5,19λ6-trithia-3,20,26-triazatetracyclo[19.3.1.14,7.08,13]hexacosa-1(25),4(26),6,8,10,12,21,23-octaene 2,2,19,19-tetraoxide CC(CCOC=1C=C(C=CC1)C=1SC=2NS(C=3C=CC=C(NS(CCCCCC4=CC=CC=C4C1N2)(=O)=O)C3)(=O)=O)(C)C